S1C(=CC=C1)C(=O)N[C@@H](C(C)C)C(=O)OC Methyl (thiophene-2-carbonyl)-L-valinate